O=C1NC(CCC1NC=1C=C(CN(C2CCN(CC2)C2=CC=C(C(=O)NC=3C4=C(NN3)CN(C4)C([C@@H](C4=CC=CC=C4)OC)=O)C=C2)C)C=CC1)=O 4-(4-((3-((2,6-dioxopiperidin-3-yl)amino)benzyl)(methyl)amino)piperidin-1-yl)-N-(5-((R)-2-methoxy-2-phenylacetyl)-1,4,5,6-tetrahydropyrrolo[3,4-c]pyrazol-3-yl)benzamide